(R)-N-((S)-1-(4-bromo-3-methylphenyl)-2,2,2-trifluoroethyl)-N,2-dimethylpropane-2-sulfinamide BrC1=C(C=C(C=C1)[C@@H](C(F)(F)F)N([S@](=O)C(C)(C)C)C)C